SC1(N=C2C(=N1)C=CC=C2)S 2-mercaptobenzoimidazoleThiol